BrC=1C=C(C=CC1F)S(=O)(=O)N(C([2H])([2H])[2H])CC1=CC=C(C=C1)OC 3-bromo-4-fluoro-N-[(4-methoxyphenyl)methyl]-N-(trideuteriomethyl)benzenesulfonamide